tert-butyl (2R,3S,4S)-4-[(tert-butoxycarbonyl)oxy]-3-[({5-[(dibenzylamino)methyl]-1,3,4-thiadiazol-2-yl}carbamoyl)oxy]-2-[(4-methoxyphenyl) methyl]pyrrolidine-1-carboxylate C(C)(C)(C)OC(=O)O[C@@H]1[C@H]([C@H](N(C1)C(=O)OC(C)(C)C)CC1=CC=C(C=C1)OC)OC(NC=1SC(=NN1)CN(CC1=CC=CC=C1)CC1=CC=CC=C1)=O